1-(3,7-Dihydroxy-2,2-dimethyl-3,4-dihydrochromen-6-yl)-2-(5-methoxy-2,2-dimethylchromen-6-yl)ethanone OC1C(OC2=CC(=C(C=C2C1)C(CC=1C(=C2C=CC(OC2=CC1)(C)C)OC)=O)O)(C)C